N-(5,6-difluoro-1H-indol-3-yl)-1-(6-((4,4-difluoropiperidin-1-yl)methyl)-5-fluoropyridin-3-yl)-1H-1,2,3-triazole-4-carboxamide FC=1C=C2C(=CNC2=CC1F)NC(=O)C=1N=NN(C1)C=1C=NC(=C(C1)F)CN1CCC(CC1)(F)F